BrCC=1N(C2=C(N1)SC(=C2)C(=O)OC)C[C@H]2OCC2 methyl (S)-2-(bromomethyl)-1-(oxetan-2-ylmethyl)-1H-thieno[2,3-d]imidazole-5-carboxylate